CC(=CC=O)C 3-methyl-butenal